(R)-N-(8,9-Difluoro-6-oxo-1,4,5,6-tetrahydro-2H-pyrano[3,4-c]isoquinolin-1-yl)-N-methyl-4-(trifluoromethyl)benzamide FC=1C(=CC=2C3=C(NC(C2C1)=O)COC[C@@H]3N(C(C3=CC=C(C=C3)C(F)(F)F)=O)C)F